(S)-5-(3-acetyl-6-(2-hydroxy-6-methyl-4-(trifluoromethyl)phenyl)-2H-pyrazolo[3,4-b]pyridin-2-yl)-1-methylpiperidin-2-one C(C)(=O)C=1N(N=C2N=C(C=CC21)C2=C(C=C(C=C2C)C(F)(F)F)O)[C@H]2CCC(N(C2)C)=O